4-methoxy-β-naphthylamine hydrochloride Cl.COC1=CC(=CC2=CC=CC=C12)N